tert-butyl (2'S,3S,4'S,5'R)-4-(aminomethyl)-3-(3-chloro-2-fluorophenyl)-4-(2,4-dichlorophenyl)-5-(2,2-dimethylpropyl)-2-methylpyrrolidine-2-carboxylate NCC1([C@H](C(NC1CC(C)(C)C)(C(=O)OC(C)(C)C)C)C1=C(C(=CC=C1)Cl)F)C1=C(C=C(C=C1)Cl)Cl